(S)-N-(8'-(azetidin-1-yl)-4'H-spiro[cyclopropane-1,5'-naphtho[2,1-d]isoxazol]-3'-yl)-2,6-dimethoxy-4-(3-methylmorpholine-4-carbonyl)benzenesulfonamide N1(CCC1)C1=CC=C2C3(CC=4C(=NOC4C2=C1)NS(=O)(=O)C1=C(C=C(C=C1OC)C(=O)N1[C@H](COCC1)C)OC)CC3